C(CCCCCCCCCCCCCCC)N1C(=C(C(C2=CC=C(C=C12)OCC1=CC=CC=C1)=O)OCC1=CC=CC=C1)C1=CC(=C(C=C1)OCC1=CC=CC=C1)OCC1=CC=CC=C1 N-hexadecyl-2-(3,4-dibenzyloxyphenyl)-3,7-dibenzyloxy-quinolin-4-one